O=C1NC(CCC1C1=C2C(NC(C2=CC=C1)=O)=O)=O 4-(2,6-dioxopiperidin-3-yl)-1,3-dioxoisoindolin